(1S,3S)-3-acetamido-N-(7-cyano-5-(isopropylamino)-2,6-naphthyridin-3-yl)cyclohexane-1-carboxamide C(C)(=O)N[C@@H]1C[C@H](CCC1)C(=O)NC=1N=CC2=CC(=NC(=C2C1)NC(C)C)C#N